(R)-N-((R)-8-(5-((2-amino-3-chloropyridin-4-yl)thio)-6-iodopyrazin-2-yl)-8-azaspiro[4.5]dec-1-yl)-2-methylpropan-2-sulfinamide NC1=NC=CC(=C1Cl)SC=1N=CC(=NC1I)N1CCC2(CCC[C@H]2N[S@](=O)C(C)(C)C)CC1